1-(4-(3-Amino-7-(3,3-dimethylbut-1-yn-1-yl)-1H-indazol-5-yl)pyridin-2-yl)-3-methylurea NC1=NNC2=C(C=C(C=C12)C1=CC(=NC=C1)NC(=O)NC)C#CC(C)(C)C